BrC1=CC=C2C(CC3(CCN(CC3)CC=3OC(=NN3)C3=C(C=CC=C3)Cl)OC2=C1)=O 7-bromo-1'-((5-(2-chlorophenyl)-1,3,4-oxadiazol-2-yl)methyl)spiro[chromane-2,4'-piperidin]-4-one